1-[(6S)-2-(4-chloro-2-fluorophenyl)-6-methyl-3-(pyridin-4-yl)-6,7-dihydropyrazolo[1,5-a]pyrazin-5(4H)-yl]prop-2-en-1-one ClC1=CC(=C(C=C1)C1=NN2C(CN([C@H](C2)C)C(C=C)=O)=C1C1=CC=NC=C1)F